17-(3-pyridyl)androst-5,16-dien-3β-ol N1=CC(=CC=C1)C=1[C@]2(C)[C@@H](CC1)[C@@H]1CC=C3C[C@H](CC[C@]3(C)[C@H]1CC2)O